C12C(CC(C=C1)C2)COCCOCC2C1C=CC(C2)C1 1,2-bis(bicyclo[2.2.1]hept-5-en-2-ylmethoxy)ethane